ClC1=C(C=CC2=C1C(=NC(C(N2)=S)C)C2=C(C=CC(=C2)OC)F)C(F)(F)F 6-chloro-5-(2-fluoro-5-methoxy-phenyl)-3-methyl-7-(trifluoromethyl)-1,3-dihydro-1,4-benzodiazepine-2-Thione